C(C(=C)C)(=O)OOC1=C(C=CC=C1)CC 2-ethylphenoxy methacrylate